C1(=C(C=CC=C1)C1=CC=NC2=CC=C(C=C12)C(=O)N1CCOCC1)C1=CC=CC=C1 4-([1,1'-biphenyl]-2-yl)-6-(morpholine-4-carbonyl)quinolin